CC1=CC=C(C=N1)NC1=C(C=CC=C1)[N+](=O)[O-] 6-methyl-N-(2-nitrophenyl)pyridin-3-amine